N1=C(C=CC=C1)CN(CCO)CCO N-(2-picolyl)iminodiethanol